anthracene-9,10-dicarboxylic acid, diglycidyl ester C1=CC=CC2=C(C3=CC=CC=C3C(=C12)C(=O)OCC1CO1)C(=O)OCC1CO1